3-(3-(dimethylamino)propyl)-7,8-dimethyl-2,3,4,5-tetrahydro-1H-benzo[d]azepine-6,9-dione CN(CCCN1CCC2=C(CC1)C(C(=C(C2=O)C)C)=O)C